1-((3-(5-(2-(2H-1,2,3-Triazol-2-yl)acetyl)-2-isopropoxyphenyl)-4-oxo-3,4-dihydroquinazolin-2-yl)methyl)-N-(4-chlorobenzyl)-4-hydroxypiperidine-4-carboxamide N=1N(N=CC1)CC(=O)C=1C=CC(=C(C1)N1C(=NC2=CC=CC=C2C1=O)CN1CCC(CC1)(C(=O)NCC1=CC=C(C=C1)Cl)O)OC(C)C